1-thiomorpholinamido-(2e,4e,6e,8e,10e,12e,14e,16z,18e)-4,8,13,17-tetramethyleicosane N1(CCSCC1)C(=O)NCCCC(CCCC(CCCCC(CCCC(CCC)C)C)C)C